NC=1N=C(C2=C(N1)NC=C2)OC2=CC=C(C=C2)NC(=O)N[C@@H](CC(NC2=C(C=CC=C2)F)=O)C(=O)O N2-((4-((2-amino-7H-pyrrolo[2,3-d]pyrimidin-4-yl)oxy)phenyl)carbamoyl)-N4-(2-fluorophenyl)-L-asparagine